(RS)-4-Ethoxy-N-[4-(2-pyrrolidin-2-yl-ethyl)-phenyl]-benzamide C(C)OC1=CC=C(C(=O)NC2=CC=C(C=C2)CC[C@H]2NCCC2)C=C1 |r|